(1r)-iridium (3-phenylpyridine) iridium (III) [Ir+3].C1(=CC=CC=C1)C=1C=NC=CC1.[Ir+3]